5-chloro-4-(((1S,2S,4S)-4-(3,4-dichlorophenyl)-2-(dimethylamino)cyclohexyl)oxy)-2-fluoro-N-(pyrimidin-4-yl)benzenesulfonamide Formate C(=O)O.ClC=1C(=CC(=C(C1)S(=O)(=O)NC1=NC=NC=C1)F)O[C@@H]1[C@H](C[C@H](CC1)C1=CC(=C(C=C1)Cl)Cl)N(C)C